C(C)(C)OCCOCC1=CC=C(C=C1)O 4-[(2-isopropoxyethoxy)methyl]-phenol